F[C@@H]1CCC(C=2N(C1)N=C1C2CN(CC1)C(=O)OC(C)(C)C)(F)F (R)-tert-butyl 8,11,11-trifluoro-3,4,8,9,10,11-hexahydro-1H-pyrido[4',3':3,4]pyrazolo[1,5-a]azepine-2(7H)-carboxylate